tert-butyl 4-((4-formylphenoxy)methyl)piperidine-1-carboxylate C(=O)C1=CC=C(OCC2CCN(CC2)C(=O)OC(C)(C)C)C=C1